N'-(6-chloro-2-cyano-3-pyridyl)-N,N-dimethyl-formamidine ClC1=CC=C(C(=N1)C#N)N=CN(C)C